2-(N,5-dimethyl-1H-benzo[d][1,2,3]triazole-7-sulfonamido)-N-(1-methyl-2-oxo-1,2-dihydropyridin-4-yl)acetamide CN(S(=O)(=O)C1=CC(=CC2=C1NN=N2)C)CC(=O)NC2=CC(N(C=C2)C)=O